1-(5-bromo-4-fluoroindolin-1-yl)-2-(2-fluoro-5-(trifluoromethyl)phenyl)ethan-1-one BrC=1C(=C2CCN(C2=CC1)C(CC1=C(C=CC(=C1)C(F)(F)F)F)=O)F